6-bromo-1-methyl-indazole-3-carbonitrile BrC1=CC=C2C(=NN(C2=C1)C)C#N